C1(CCCC1)N1C(C(N(C=2C=NC(=NC12)NC1=C(C=C(C(=O)OC)C=C1)OC)C)=O)CC methyl 4-[(8-cyclopentyl-7-ethyl-5-methyl-6-oxo-7H-pteridin-2-yl)amino]-3-methoxy-benzoate